[C@@H]12N(C[C@@H](NC1)C2)C2=C(C=C(C=C2)N2C(=NC=1C2=NC(=CC1)C1=CC(=NC=C1)N)C)F 4-(3-(4-((1S,4S)-2,5-diazabicyclo[2.2.1]heptan-2-yl)-3-fluorophenyl)-2-methyl-3H-imidazo[4,5-b]pyridin-5-yl)pyridin-2-amine